[Cl-].[Cl-].[SiH2]=[Zr+2](C1(C=CC=C1)C)C1(C=CC=C1)C silanediylbis(methylcyclopentadienyl)zirconium dichloride